R-(+)-N-(α-methylbenzyl)glycine ethyl ester C(C)OC(CN[C@@H](C1=CC=CC=C1)C)=O